3-hydroxy-butyric acid OC(CC(=O)O)C